2-cyclopropyl-4-(hydroxymethyl)benzonitrile C1(CC1)C1=C(C#N)C=CC(=C1)CO